[8-(1-hexylnonoxy)-8-oxo-octyl](2S)-4-[3-(dimethylamino)propanoyloxy]-1-[6-(1-hexylnonoxy)-6-oxo-hexyl]pyrrolidine-2-carboxylate C(CCCCC)C(CCCCCCCC)OC(CCCCCCCOC(=O)[C@H]1N(CC(C1)OC(CCN(C)C)=O)CCCCCC(=O)OC(CCCCCCCC)CCCCCC)=O